3-amino-3-[(1-methoxy-1-oxobutan-2-yl)carbamoyl]propionic acid NC(CC(=O)O)C(NC(C(=O)OC)CC)=O